5-methyl-4-oxo-4,5-dihydrofuran CC1C(C=CO1)=O